C(#N)N1[C@@H](CCC1)C(=O)N(C)C=1SC=C(N1)C1=NC(=C(C=C1)C)C#N (S)-1-cyano-N-(4-(6-cyano-5-methylpyridin-2-yl)thiazol-2-yl)-N-methylpyrrolidine-2-carboxamide